2-[(2E)-3,7-dimethyl-2,6-octadien-1-yl]cyclopentanone C\C(=C/CC1C(CCC1)=O)\CCC=C(C)C